(R)-2-(((2S,4a'R,7'R,8'S,8a'R)-2',2'-dimethyl-8'-(4-(3,4,5-trifluorophenyl)-1H-1,2,3-triazol-1-yl)octahydro-4'H-spiro[pyran-2,6'-pyrano[3,2-d][1,3]dioxine]-7'-yl)oxy)propionic acid CC1(OC[C@@H]2[C@H](O1)[C@@H]([C@H]([C@]1(O2)OCCCC1)O[C@@H](C(=O)O)C)N1N=NC(=C1)C1=CC(=C(C(=C1)F)F)F)C